C(C)(C)(C)C1=CC(=C(C(=C1)C([2H])([2H])[2H])[I+]C1=C(C=C(C=C1C([2H])([2H])[2H])C(C)(C)C)C([2H])([2H])[2H])C([2H])([2H])[2H] bis(4-(t-butyl)-2,6-bis(methyl-d3)phenyl)iodonium